CN(/C=C/C(=O)C1=C(C=CC=C1OC)O)C (E)-3-(dimethylamino)-1-(2-hydroxy-6-methoxyphenyl)prop-2-en-1-one